N-(4-fluoro-3-methylphenyl)-3-(2-(((3S,4R)-4-hydroxytetrahydrofuran-3-yl)amino)-2-oxoacetyl)-2-methyl-5,6,7,8-tetrahydroindolizine-1-carboxamide FC1=C(C=C(C=C1)NC(=O)C=1C(=C(N2CCCCC12)C(C(=O)N[C@H]1COC[C@@H]1O)=O)C)C